CC1=C(OC=2C(=CC(N(C2)C)=O)C=2C3=C(C(N(C2)C)=O)NC(=C3)C3=C(C=CC(=C3)C)F)C(=CC=C1)C 4-(5-(2,6-dimethylphenoxy)-1-methyl-2-oxo-1,2-dihydropyridin-4-yl)-2-(2-fluoro-5-methylphenyl)-6-methyl-1,6-dihydro-7H-pyrrolo[2,3-c]pyridin-7-one